BrC1=NC(=C(C=C1Br)CN1CCCC1)C 2,3-Dibromo-6-methyl-5-(pyrrolidin-1-ylmethyl)pyridine